methyl (2R)-2-[[(2R)-2-(benzyloxycarbonylamino)-3-hydroxy-propanoyl]amino]butanoate C(C1=CC=CC=C1)OC(=O)N[C@@H](C(=O)N[C@@H](C(=O)OC)CC)CO